4-methyl-1-p-tolylimidazole CC=1N=CN(C1)C1=CC=C(C=C1)C